The molecule is an amino acid zwitterion arising from transfer of a proton from the carboxy to the amino group cis-4-hydroxy-L-proline; major species at pH 7.3. It is a tautomer of a cis-4-hydroxy-L-proline. C1[C@@H](C[NH2+][C@@H]1C(=O)[O-])O